3-(4-(5-(2,3-dimethylphenyl)-6-methoxy-1H-pyrazolo[4,3-b]pyridin-3-yl)-1H-pyrazol-1-yl)azetidine-1-carboxylic acid methyl ester COC(=O)N1CC(C1)N1N=CC(=C1)C1=NNC=2C1=NC(=C(C2)OC)C2=C(C(=CC=C2)C)C